O=C1CN(CCN1)CCCN1C(C2=CC=CC=C2C1=O)=O 2-[3-(3-oxopiperazin-1-yl)propyl]isoindoline-1,3-dione